CC1(CCCC(N1OC(COCC2=CC=CC=C2)C3=CC=CC=C3)(C)C)C 1-(benzyloxy)-2-phenyl-2-(2',2',6',6'-tetramethyl-1'-piperidinyloxy)ethane